C(C1=CC=CC=C1)NC1CNS(CC1)(=O)=O 4-(benzylamino)-1λ6,2-thiazinane-1,1-dione